ClC1=C2CCN(CC2=CC(=C1C(=O)N[C@H](C(=O)O)CNC(=O)N[C@@H]1CCC2=CC=CC=C12)Cl)S(=O)(=O)C1=CC=CC=C1 (S)-2-(5,7-dichloro-2-(benzenesulfonyl)-1,2,3,4-tetrahydroisoquinoline-6-carboxamido)-3-(3-((R)-2,3-dihydro-1H-inden-1-yl)ureido)propionic acid